N-(4-((3-borono-4-fluorobenzamido)methyl)benzyl)-N-(3-borono-4-fluorobenzoyl)glycine B(O)(O)C=1C=C(C(=O)NCC2=CC=C(CN(CC(=O)O)C(C3=CC(=C(C=C3)F)B(O)O)=O)C=C2)C=CC1F